6-(pyrrolidin-3-yl)imidazo[1,2-a]pyrazin-8(7H)-one N1CC(CC1)C=1NC(C=2N(C1)C=CN2)=O